ClC1=CC(=C(S1)C1=CC=C(C(=N1)C)O[C@@H]1C[C@H](CCC1)C(=O)OC)COC(N(C)CCC(C)C)=O methyl (1S,3S)-3-((6-(5-chloro-3-(((isopentyl(methyl)carbamoyl)oxy)methyl)thiophen-2-yl)-2-methylpyridin-3-yl)oxy)cyclohexane-1-carboxylate